ClC1=C(C2=C(N=N1)C(=NC(=N2)OC[C@]21CCCN1C[C@@H](C2)F)N2CC1CCC(C2)N1C(=O)OC(C)(C)C)I tert-butyl 3-(3-chloro-6-(((2R,7aS)-2-fluorotetrahydro-1H-pyrrolizin-7a(5H)-yl) methoxy)-4-iodopyrimido[5,4-c]pyridazin-8-yl)-3,8-diazabicyclo[3.2.1]octane-8-carboxylate